COC(NC1=NC2=C(N1)C=CC(=C2)C(C2=CC=CC=C2)=O)=O (5-benzoyl-1H-benzimidazol-2-yl)carbamic acid methyl ester